tert-butyl 4-({4-[(4-{2-tert-butyl-4-[2-fluoro-3-(propane-1-sulfonamido)phenyl]-1,3-thiazol-5-yl}pyrimidin-2-yl)amino]pyrazol-1-yl} methyl)piperidine-1-carboxylate C(C)(C)(C)C=1SC(=C(N1)C1=C(C(=CC=C1)NS(=O)(=O)CCC)F)C1=NC(=NC=C1)NC=1C=NN(C1)CC1CCN(CC1)C(=O)OC(C)(C)C